tert-Butyl 4-((2-(bromomethyl)pyridin-4-yl)oxy)-2,2-dimethylpiperidine-1-carboxylate BrCC1=NC=CC(=C1)OC1CC(N(CC1)C(=O)OC(C)(C)C)(C)C